racemic-N-(2,4-difluorobenzyl)-12-hydroxy-1,11-dioxo-1,4,5,6,7,11-hexahydro-3H-2,7-methanopyrido[1,2-a][1,4]diazonine-10-carboxamide FC1=C(CNC(=O)C=2C(C(=C3N([C@@H]4CCCCN(C3=O)C4)C2)O)=O)C=CC(=C1)F |r|